(5RS)-2-[4-(tert-Butoxycarbonyl)benzyl]-3-oxo-2,3,5,6,7,8-hexahydro[1,2,4]triazolo[4,3-a]pyridin C(C)(C)(C)OC(=O)C1=CC=C(CN2N=C3N(CCCC3)C2=O)C=C1